4-(2-((7-(8-ethyl-7-fluoro-3-hydroxynaphthalen-1-yl)-8-fluoro-2-(((2R,7aS)-2-fluorotetrahydro-1H-pyrrolizin-7a(5H)-yl)methoxy)pyrido[4,3-d]pyrimidin-4-yl)amino)ethyl)pyrrolidin-2-one C(C)C=1C(=CC=C2C=C(C=C(C12)C1=C(C=2N=C(N=C(C2C=N1)NCCC1CC(NC1)=O)OC[C@]12CCCN2C[C@@H](C1)F)F)O)F